C[C@@H]1N([C@@H](CN(C1)S(=O)(=O)CC1CCOCC1)C)C(C(F)(F)C=1C=C(C(=O)NC2=CC(=C(C=C2)F)C)C=CC1F)=O 3-(2-((2S,6R)-2,6-dimethyl-4-(((tetrahydro-2H-pyran-4-yl)methyl)sulfonyl)piperazin-1-yl)-1,1-difluoro-2-oxoethyl)-4-fluoro-N-(4-fluoro-3-methylphenyl)benzamide